Methyl-(2R)-2-{[4-chloro-5-iodo-1-(pyridin-2-yl)-1H-pyrazol-3-yl]oxy}propanoat COC([C@@H](C)OC1=NN(C(=C1Cl)I)C1=NC=CC=C1)=O